C(CCCCCCCCCCCCCCCCC)OC(/C=C/C(=O)[O-])=O.C(\C=C\C(=O)O)(=O)OCCCCCCCCCCCCCCCCCC.[Na+] sodium stearyl fumarate ((E)-4-octadecyloxy-4-oxobut-2-enoate)